C(C)(C)(C)OC(=O)N1CCCC(=CC1)C1=CC(=CC=2OCCOC21)NC2=NC(=CC(=C2)NC)C 5-[7-[[6-methyl-4-(methylamino)-2-pyridinyl]amino]-2,3-dihydro-1,4-benzodioxin-5-yl]-2,3,4,7-tetrahydroazepine-1-carboxylic acid tert-butyl ester